C1(CCCC1)C1N(CCCC1)C(C(=O)N)=O 2-(2-Cyclopentyl-1-piperidyl)-2-oxo-acetamide